N(=[N+]=[N-])CCCNC(=S)N N-(3-Azidopropyl)thiourea